4-(tert-butyl)-N-((4-(4-tert-butylbenzoylamino)phenyl)thiocarbamoyl)benzamide C(C)(C)(C)C1=CC=C(C(=O)NC(NC2=CC=C(C=C2)NC(C2=CC=C(C=C2)C(C)(C)C)=O)=S)C=C1